[1,2,4]triazolo[4,3-a]pyrimidine N=1N=CN2C1N=CC=C2